CC1(OC2=CC=C(C=C2C(=C1)C1=CC=C(C=C1)C)C=O)C 2,2-dimethyl-4-(p-tolyl)-2H-chromene-6-carbaldehyde